2-{2-(morpholin-4-yl)-8-[1-(tetrahydro-2H-pyran-2-yl)-1H-pyrazol-5-yl]-1,7-naphthyridin-4-yl}propan-2-ol N1(CCOCC1)C1=NC2=C(N=CC=C2C(=C1)C(C)(C)O)C1=CC=NN1C1OCCCC1